1-Ethyl-4-((4-methoxybenzyl)amino)-1H-pyrazole-3-carboxylic acid methyl ester COC(=O)C1=NN(C=C1NCC1=CC=C(C=C1)OC)CC